Ethyl 3-(2-((tert-butyldimethylsilyl) oxy) ethoxy)-5-fluorobenzoate [Si](C)(C)(C(C)(C)C)OCCOC=1C=C(C(=O)OCC)C=C(C1)F